tetrahydroharmine HCl salt Cl.C1(C)NCCC=2C3=CC=C(OC)C=C3NC12